1,5,5-trichloro-1,5-disilahexane Cl[SiH2]CCC[Si](C)(Cl)Cl